6-bromo-4-(5-fluoro-6-(4-methylpiperazin-1-yl)pyridin-3-yl)quinazoline BrC=1C=C2C(=NC=NC2=CC1)C=1C=NC(=C(C1)F)N1CCN(CC1)C